C(C1=CC=CC=C1)C(CC)(C(C1=CC=C(C=C1)N1CCOCC1)=O)N(C)C 1-benzyl-1-dimethylamino-1-(4'-morpholinobenzoyl)propane